CC(C=O)CC1=CC2=C(OCO2)C=C1 α-methyl-1,3-benzodioxole-5-propionaldehyde